FC1=CC=C(CSC2=NC=3C(N(C=CC3)C(C(=O)NC3=C(C=CC(=C3)CCO)C)CC)=N2)C=C1 2-(2-((4-fluorobenzyl)thio)-4H-imidazo[4,5-b]pyridin-4-yl)-N-(5-(2-hydroxyethyl)-2-methylphenyl)butanamide